ClC1=CC=C(CNC([C@@H](C2=CC=CC=C2)O)=O)C=C1 (R)-N-(4-chlorobenzyl)-2-hydroxy-2-phenylacetamide